C1(=CC=CC=C1)C1C(C2=CC=CC=C2)O1 α,α'-epoxybibenzyl